BrC=1C=CC(=NC1C(F)(F)F)N(CCC)C 5-bromo-N-methyl-N-propyl-6-(trifluoromethyl)pyridin-2-amine